(5-amino-2-chlorophenyl)boronic acid NC=1C=CC(=C(C1)B(O)O)Cl